C(C)OC([C@@H](CCC(NC(CCC(=O)O)=O)C1=CC=C(C=C1)C1=CC=CC=C1)C)=O (2R,4S)-5-biphenyl-4-yl-5-(3-carboxy-propionylamino)-2-methyl-pentanoic acid ethyl ester